C1(CCCC1)C1=C(C(=O)OC(C)(C)C)C=CC(=C1)C1=NC=NC2=CC(=CC=C12)OCCCCCCCC(=O)OCC tert-butyl 2-cyclopentyl-4-[7-(8-ethoxy-8-oxo-octoxy)quinazolin-4-yl]benzoate